9-bromo-2-methyl-7,7-dipropyl-7H-benzo[c]fluoren-5-ol BrC=1C=CC=2C=3C4=C(C(=CC3C(C2C1)(CCC)CCC)O)C=CC(=C4)C